(S)-1-(4-((1-methyl-1H-indol-5-yl)carbamoyl)benzyl)-N-(4-((1,2,3,4-tetrahydroacridin-9-yl)amino)butyl)piperidine-3-carboxamide CN1C=CC2=CC(=CC=C12)NC(=O)C1=CC=C(CN2C[C@H](CCC2)C(=O)NCCCCNC=2C3=CC=CC=C3N=C3CCCCC23)C=C1